NC1=C2C(=NC(=N1)Cl)N(N=C2)CC=2C=CC(=C(OCC=1C=C(C=O)C=CC1)C2)OC 3-((5-((4-amino-6-chloro-pyrazolo[3,4-d]pyrimidin-1-yl)methyl)-2-methoxy-phenoxy)methyl)benzaldehyde